6-(4-bromophenylamino)-1-[6-(piperid-4-yloxy)pyrid-2-yl]-2-(prop-2-enyl)-1,2-dihydro-3H-1,2,5,7-tetraazainden-3-one BrC1=CC=C(C=C1)NC1=NC=C2C(N(N(C2=N1)C1=NC(=CC=C1)OC1CCNCC1)CC=C)=O